BrC=1C(=C(C=CC1)NC1=NC=NC2=CC=C(C=C12)C(=O)NCCCCCCNC=1C2=CC=CC=C2N=C2CCCCC12)F 4-((3-bromo-2-fluorophenyl)amino)-N-(6-((1,2,3,4-tetrahydroacridin-9-yl)amino)hexyl)quinazolin-6-carboxamide